BrC1=C(C=C(C=C1F)CBr)F 2-bromo-5-(bromomethyl)-1,3-difluoro-benzene